C1(=CC(=CC=C1)NCC=CCO)C 4-(m-tolylamino)but-2-en-1-ol